4-ethyl-7-((5-hydroxy-4-oxo-4H-pyran-2-yl)methoxy)coumarin platinum-palladium nitrate [N+](=O)([O-])[O-].[Pd+2].[Pt+2].C(C)C1=CC(OC2=CC(=CC=C12)OCC=1OC=C(C(C1)=O)O)=O.[N+](=O)([O-])[O-].[N+](=O)([O-])[O-].[N+](=O)([O-])[O-]